CN(C(=O)NC1=C(C=CC(=C1)OC(F)(F)F)C)C1CC2(CN(C2)C(=O)C=2C=NN3C2SC=C3)C1 1-methyl-3-(2-methyl-5-(trifluoromethoxy)phenyl)-1-(2-(pyrazolo[5,1-b]thiazole-7-carbonyl)-2-azaspiro[3.3]heptan-6-yl)urea